2-(pyridin-4-yl)quinazolin-4(3H)-one N1=CC=C(C=C1)C1=NC2=CC=CC=C2C(N1)=O